ClC=1C(=NC(=NC1)NC1CCN(CC1)S(=O)(=O)C)C1=C(N=C(S1)CN(C)C)C(F)(F)F 5-chloro-4-[2-[(dimethylamino)methyl]-4-(trifluoromethyl)thiazol-5-yl]-N-(1-methylsulfonyl-4-piperidyl)pyrimidin-2-amine